(S)-2-((((9H-fluoren-9-yl)methoxy)carbonyl)amino)-3-(2-(tert-butoxycarbonyl)pyrimidin-5-yl)propanoic acid C1=CC=CC=2C3=CC=CC=C3C(C12)COC(=O)N[C@H](C(=O)O)CC=1C=NC(=NC1)C(=O)OC(C)(C)C